COCC=1OC(=C(C(C1CCCC)=O)CCCC)COC 2,6-dimethoxymethyl-3,5-dibutyl-4-pyrone